3-[(({1-[4-(2-cyclopropoxyphenyl)pyridin-3-yl]cyclopropyl}amino)methyl)-4-methylphenyl]-N-[(2S,3R,4R,5R)-2,3,4,5,6-pentahydroxyhexyl]hexanamide C1(CC1)OC1=C(C=CC=C1)C1=C(C=NC=C1)C1(CC1)NCC1=C(C=CC(=C1)C)C(CC(=O)NC[C@@H]([C@H]([C@@H]([C@@H](CO)O)O)O)O)CCC